6-(5-(1-(dimethylglycyl)piperidin-4-yl)-3-isopropyl-1H-indol-2-yl)-2,4,5-trimethylpyridazin-3(2H)-one CN(CC(=O)N1CCC(CC1)C=1C=C2C(=C(NC2=CC1)C=1C(=C(C(N(N1)C)=O)C)C)C(C)C)C